3-(3,3-difluorocyclopentyl)-1-(3-(difluoromethyl)-2-(1-methyl-1H-pyrazol-4-yl)quinolin-5-yl)-N-methyl-5,6-dihydroimidazo[1,5-a]pyrazine-7(8H)-carboxamide FC1(CC(CC1)C1=NC(=C2N1CCN(C2)C(=O)NC)C2=C1C=C(C(=NC1=CC=C2)C=2C=NN(C2)C)C(F)F)F